C(C1=CC=CC=C1)N1C(N(CC1)C=1OC=C(N1)C(=O)NC1=CC=C(C=C1)OC1=CC=CC=C1)=O 2-(3-benzyl-2-oxoimidazolidin-1-yl)-N-(4-phenoxyphenyl)oxazole-4-carboxamide